FC1=CC(=CC=2C=CB(OC21)O)NC2=NC=C(C(=N2)N[C@@H]2COCC[C@H]2C#N)C (trans)-3-((2-((8-fluoro-2-hydroxy-2H-benzo[e][1,2]oxaborinin-6-yl)amino)-5-methylpyrimidin-4-yl)amino)tetrahydro-2H-pyran-4-carbonitrile